1-((4H-benzo[d][1,3]dioxin-6-yl)(6-methoxypyridin-3-yl)methyl)piperazine O1COCC2=C1C=CC(=C2)C(N2CCNCC2)C=2C=NC(=CC2)OC